4-((7-((adamantan-1-yl)amino)heptyl)amino)-2-(2,6-dioxopiperidin-3-yl)-5-fluoroisoindoline C12(CC3CC(CC(C1)C3)C2)NCCCCCCCNC2=C3CN(CC3=CC=C2F)C2C(NC(CC2)=O)=O